[6-(2-amino-1,3-benzoxazol-5-yl)imidazo[1,2-a]pyridin-3-yl]-morpholin-4-ylmethanone NC=1OC2=C(N1)C=C(C=C2)C=2C=CC=1N(C2)C(=CN1)C(=O)N1CCOCC1